S(OC1=CC=C(C=C1)NC=1N=CC2=CC=NC(=C2C1)N1CCC(CC1)C#N)(=O)(=O)F 4-((5-(4-cyanopiperidin-1-yl)-2,6-naphthyridin-3-yl)amino)phenyl sulfurofluoridate